(S)-N-((3r,4r)-7-bromo-4-cyano-3,8-difluorochroman-4-yl)-2-methylpropane-2-sulfinamide BrC1=CC=C2[C@]([C@H](COC2=C1F)F)(C#N)N[S@@](=O)C(C)(C)C